O(S(=O)(=O)C(F)(F)F)C1=C(C=CC2=CC(=CC(=C12)Cl)OCOC)F 8-chloro-2-fluoro-6-(methoxymethoxy)naphthalen-1-yl triflate